[N+](=O)([O-])C1=CC=C(C(=O)O\N=C(/CC)\C2(CC2)C(F)(F)F)C=C1 (E)-1-(1-(trifluoromethyl)cyclopropyl)propan-1-one O-(4-nitrobenzoyl) oxime